1-propylpiperidin C(CC)N1CCCCC1